1-indolizin-1-yl-N-methyl-propan-2-amine HCl salt Cl.C=1(C=CN2C=CC=CC12)CC(C)NC